15-methyl-octadecanoic acid CC(CCCCCCCCCCCCCC(=O)O)CCC